3,3-dimethyl-7-oxo-6-(5-pentylpicolinamido)-4-thia-1-azabicyclo[3.2.0]heptane-2-carboxylic acid CC1(C(N2C(C(C2S1)NC(C1=NC=C(C=C1)CCCCC)=O)=O)C(=O)O)C